1-cyclobutyl-4-((6-(2,3-difluorophenyl)pyridazin-3-yl)methyl)piperazine-2,3-dione C1(CCC1)N1C(C(N(CC1)CC=1N=NC(=CC1)C1=C(C(=CC=C1)F)F)=O)=O